trans-4-((4-(2-Cyclopropyloxazol-4-yl) pyridine-2-yl)((trans-4-(5-methoxy-6-methylpyridin-2-yl)cyclohexyl)methyl) carbamoyl)cyclohexyl 3-ethoxyazetidine-1-carboxylate C(C)OC1CN(C1)C(=O)O[C@@H]1CC[C@H](CC1)C(N(C[C@@H]1CC[C@H](CC1)C1=NC(=C(C=C1)OC)C)C1=NC=CC(=C1)C=1N=C(OC1)C1CC1)=O